N1-(6-fluoro-4-methylpyridin-3-yl)benzene-1,2-diamine FC1=CC(=C(C=N1)NC=1C(=CC=CC1)N)C